(Z)-4-(pyridin-3-ylethynyl)thiazole-2-carbaldehyde oxime N1=CC(=CC=C1)C#CC=1N=C(SC1)\C=N/O